NCC12CC(C1)(C2)NC(OC(C)(C)C)=O tert-butyl (3-(aminomethyl)bicyclo[1.1.1]pentan-1-yl)carbamate